C1OC(CCC12CCNCC2)CO (2-oxa-9-azaspiro[5.5]undecan-3-yl)methanol